5'-phosphopyridoxal P(=O)(O)(O)OCC=1C(=C(C(=NC1)C)O)C=O